di(aziridin-1-yl)phosphinic acid (R)-4-(3-(1-methyl-1H-pyrazol-4-yl) phenoxy)-5-nitro-2,3-dihydro-1H-inden-1-yl ester CN1N=CC(=C1)C=1C=C(OC2=C3CC[C@H](C3=CC=C2[N+](=O)[O-])OP(=O)(N2CC2)N2CC2)C=CC1